OC(C)C=1C(=NC(=CC1)N1C=NC2=C1C=CC(=C2)C2=NC(N(C=C2)C)=O)N2N=C(C=C2C)C#N 1-[3-(1-hydroxyethyl)-6-[5-(1-methyl-2-oxo-pyrimidin-4-yl)benzimidazol-1-yl]-2-pyridyl]-5-methyl-pyrazole-3-carbonitrile